3-[(3S)-3-[(4-fluoro-3-hydroxyphenyl)methylamino]butanoyl]-3-azabicyclo[2.2.1]heptane-2-carbonitrile FC1=C(C=C(C=C1)CN[C@H](CC(=O)N1C(C2CCC1C2)C#N)C)O